N-(2-((2-(2,6-dioxopiperidin-3-yl)-1,3-dioxoisoindolin-5-yl)amino)ethyl)-2-(4-(4-(5-(2-fluoro-6-methoxyphenyl)-1H-pyrazolo[4,3-d]pyrimidin-3-yl)phenyl)piperazin-1-yl)acetamide O=C1NC(CCC1N1C(C2=CC=C(C=C2C1=O)NCCNC(CN1CCN(CC1)C1=CC=C(C=C1)C1=NNC2=C1N=C(N=C2)C2=C(C=CC=C2OC)F)=O)=O)=O